C[C@H]1NC(NC1)=O (R)-4-methyl-imidazolidin-2-one